CC[NH+](CC)CCOC(=O)C1(CCCCC1)C2CCCCC2.[Cl-] The molecule is the hydrochloride salt of dicyclomine. An anticholinergic, it is used to treat or prevent spasm in the muscles of the gastrointestinal tract, particularly that associated with irritable bowel syndrome. It has a role as an antispasmodic drug and a muscarinic antagonist. It contains a dicyclomine.